FC(C1=NN=C(O1)C1=CC(=C(CN2C(N(C3=C2C=C(C=C3)C3=CC(=CC=C3)F)C3CCN(CC3)C)=O)C=C1)F)F 3-(4-(5-(difluoromethyl)-1,3,4-oxadiazol-2-yl)-2-fluorobenzyl)-5-(3-fluorophenyl)-1-(1-methylpiperidin-4-yl)-1,3-dihydro-2H-benzo[d]imidazol-2-one